FC1=C(CNC(=O)C=2C(C(=C3N([C@]45[C@@H](CCCN(C3=O)C5)C4)C2)O)=O)C=CC(=C1)F (1aS,11aS)-N-(2,4-difluorobenzyl)-7-hydroxy-6,8-dioxo-1a,2,3,4,6,8-hexahydro-1H-5,11a-methanocyclopropa[h]pyrido[1,2-a][1,4]diazonine-9-carboxamide